N1=C(C=NC=C1)C=1C(=NC=CC1)N1CCN(CC1)C1CC2(CN(C2)C(=O)OC(C)(C)C)CC1 tert-butyl 6-[4-(3-pyrazin-2-yl-2-pyridyl)piperazin-1-yl]-2-azaspiro[3.4]-octane-2-carboxylate